2-[[2-[2-[2-[2-[2-[2,3-bis[(Z)-octadec-9-enoxy]propoxy]ethoxy]ethoxy]ethoxy]ethoxy]-2-oxo-ethyl]amino]ethyl (2S)-2-amino-3-methoxy-propanoate N[C@H](C(=O)OCCNCC(=O)OCCOCCOCCOCCOCC(COCCCCCCCC\C=C/CCCCCCCC)OCCCCCCCC\C=C/CCCCCCCC)COC